2,5-dioxopyrrolidin-1-yl 4-cyclopropyl-4-(pyridin-2-yldisulfaneyl)butanoate C1(CC1)C(CCC(=O)ON1C(CCC1=O)=O)SSC1=NC=CC=C1